3,4-dihydroxypyridinone OC=1C(NC=CC1O)=O